CC1=CC(=NC(=N1)N1CCNC2(CC2)C1)NC=1C=C2C=NNC2=CC1 N-(6-methyl-2-(4,7-diazaspiro[2.5]oct-7-yl)pyrimidin-4-yl)-1H-indazol-5-amine